itaconic acid monostearyl ester C(CCCCCCCCCCCCCCCCC)OC(C(=C)CC(=O)O)=O